CC1=NC(=CC=C1)C=CC1=CC=CC=C1 2-methyl-6-(2-phenylethenyl)pyridine